5-fluoro-6-(2-((tetrahydro-2H-pyran-2-yl)oxy)ethoxy)nicotinonitrile FC=1C(=NC=C(C#N)C1)OCCOC1OCCCC1